2,3,5-trifluoro-4-[(4-methoxyphenyl)methoxy]-N-{[(1r,4r)-4-(6-{2-[2-(piperazin-1-yl)ethoxy]pyrimidin-5-yl}-2H-indazol-2-yl)cyclohexyl]methyl}benzamide FC1=C(C(=O)NCC2CCC(CC2)N2N=C3C=C(C=CC3=C2)C=2C=NC(=NC2)OCCN2CCNCC2)C=C(C(=C1F)OCC1=CC=C(C=C1)OC)F